N-[2-[[(1,1-dimethylethoxy)carbonyl]amino]ethyl]carbamic acid chloromethyl ester ClCOC(NCCNC(=O)OC(C)(C)C)=O